C(C)(CC)C1=CNC=C1C(C)CC 3,4-di-sec-butyl-pyrrole